N(C(=N)N)CC1=CC=C(C=C1)NC(=O)C12CC(C1)(C2)C(=O)NC2=CC(=C(C=C2)C=2CCN(CC2)C(N)=N)F bicyclo[1.1.1]pentane-1,3-dicarboxylic acid [4-(1-carbamimidoyl-1,2,3,6-tetrahydro-pyridin-4-yl)-3-fluoro-phenyl]-amide (4-guanidinomethyl-phenyl)-amide